2-β-hydroxyethyloxy-1,4-phenylenediamine OCCOC1=C(C=CC(=C1)N)N